CC(CCCCC(O)O)(C)C trimethylhexanediol